(S)-N-(4-(3'-Chloro-6-methoxy-5-((methylamino)methyl)-[2,4'-bipyridin]-2'-yl)-2,3-dihydro-1H-inden-1-yl)-6-methoxy-5-((methylamino)methyl)-3-(trifluoromethyl)pyridin-2-amine ClC=1C(=NC=CC1C1=NC(=C(C=C1)CNC)OC)C1=C2CC[C@@H](C2=CC=C1)NC1=NC(=C(C=C1C(F)(F)F)CNC)OC